NC1=NC(=NC=C1C(=O)OCC)N1CCN(CC1)C=1N=CC2=CC=CC=C2C1 ethyl 4-amino-2-(4-(isoquinolin-3-yl)piperazin-1-yl)pyrimidine-5-carboxylate